((R)-1-((2S,4R)-4-hydroxypyrrolidine-2-carbonyl)pyrrolidin-3-yl)methanone hydrochloride Cl.O[C@@H]1C[C@H](NC1)C(=O)N1C[C@@H](CC1)C=O